N-(1-cyanocyclopropyl)-3-(5-(difluoromethyl)-1,3,4-thiadiazol-2-yl)-8-((1-methylazetidin-3-yl)amino)imidazo[1,5-a]pyridine-6-sulfonamide C(#N)C1(CC1)NS(=O)(=O)C=1C=C(C=2N(C1)C(=NC2)C=2SC(=NN2)C(F)F)NC2CN(C2)C